1-(4-(4-((4-((2-(cycloButylamino)pyridin-4-yl)oxy)-2-fluorophenyl)amino)-7H-pyrrolo[2,3-d]pyrimidin-5-yl)piperidin-1-yl)prop-2-en-1-one C1(CCC1)NC1=NC=CC(=C1)OC1=CC(=C(C=C1)NC=1C2=C(N=CN1)NC=C2C2CCN(CC2)C(C=C)=O)F